C(C)(C)(C)OC(=O)N1C[C@H](N(CC1)CC(C)C)C (R)-3-methyl-4-(isobutyl)piperazine-1-carboxylic acid tert-butyl ester